4-methyl-2-(trimethylstannyl)thiazole CC=1N=C(SC1)[Sn](C)(C)C